ClC=1SC2=C(N1)C=CC1=C2CC(O1)(C)C 2-chloro-7,7-dimethyl-7,8-dihydrobenzofuro[5,4-d]thiazole